methyl (3S)-1-(5-((3-fluorophenyl)ethynyl)-2,3-dihydro-1H-inden-1-yl)pyrrolidine-3-carboxylate FC=1C=C(C=CC1)C#CC=1C=C2CCC(C2=CC1)N1C[C@H](CC1)C(=O)OC